Racemic-3-(1-(2-cyanophenyl)ethoxy)-N5-ethyl-N2-methyl-1H-pyrrole-2,5-dicarboxamide C(#N)C1=C(C=CC=C1)[C@@H](C)OC1=C(NC(=C1)C(=O)NCC)C(=O)NC |r|